C1=CC=CC=2C3=CC=CC=C3C(C12)COC(=O)N[C@H](C(=O)ON1C(CCC1=O)=O)C 2,5-dioxopyrrolidin-1-yl (2S)-2-{[(9H-fluoren-9-ylmethoxy)carbonyl]amino}propanoate